C(=O)O.FC1(CC(C1)(CC1=NN=CN1C)C=1C=C(C=CC1)N1C(C2=CC(=CC(=C2C1)C(F)(F)F)CN1C2CN(CC1C2)C)=O)F 2-(3-(3,3-difluoro-1-((4-methyl-4H-1,2,4-triazol-3-yl)methyl)cyclobutyl)phenyl)-6-((3-methyl-3,6-diazabicyclo[3.1.1]heptan-6-yl)methyl)-4-(trifluoromethyl)isoindolin-1-one formate